butyl 2,2,2-trichloroacetimidate ClC(C(OCCCC)=N)(Cl)Cl